4-(8-chloro-2-(((2R,7aS)-2-fluorotetrahydro-1H-pyrrolizin-7a(5H)-yl)methoxy)-9-methyl-9H-pyrido[4',3':4,5]pyrrolo[2,3-d]pyrimidin-4-yl)-6-methyl-1,4-oxazepan-6-ol ClC1=NC=CC2=C1N(C=1N=C(N=C(C12)N1CCOCC(C1)(O)C)OC[C@]12CCCN2C[C@@H](C1)F)C